C(C)(=O)N[C@H]1C(O)O[C@@H]([C@@H]([C@@H]1O)O)CO N-acetyl-D-galactosamin